OCC(CCC(=O)C=1NN=C2C1CN(CC2)C(=O)OC(C)(C)C)=C Tert-Butyl 3-(4-(hydroxymethyl)pent-4-enoyl)-6,7-dihydro-2H-pyrazolo[4,3-c]pyridine-5(4H)-carboxylate